C(=O)(OCC1C2=CC=CC=C2C2=CC=CC=C12)NCCOCC(=O)O [2-(Fmoc-amino)ethoxy]acetic acid